1-(4-(3-((3-chloro-4-(pyrrolidine-1-carbonyl)phenyl)amino)azetidin-1-yl)piperidin-1-yl)-3,3,3-trifluoro-2-hydroxy-2-phenylpropan-1-one ClC=1C=C(C=CC1C(=O)N1CCCC1)NC1CN(C1)C1CCN(CC1)C(C(C(F)(F)F)(C1=CC=CC=C1)O)=O